N-(2-ethylhexyl)-2-phenyl-3-(4-hydroxybenzyloxy)-quinolin-4-one C(C)C(CN1C(=C(C(C2=CC=CC=C12)=O)OCC1=CC=C(C=C1)O)C1=CC=CC=C1)CCCC